N,N-dimethylthiazol-5-amine CN(C1=CN=CS1)C